5-(4-(2-(4-(3-Amino-4-nitrophenyl)piperazin-1-yl)ethyl)piperidin-1-yl)-2-(2,6-dioxopiperidin-3-yl)-6-fluoroisoindoline-1,3-dione NC=1C=C(C=CC1[N+](=O)[O-])N1CCN(CC1)CCC1CCN(CC1)C=1C=C2C(N(C(C2=CC1F)=O)C1C(NC(CC1)=O)=O)=O